N(C(=N)N)CCC[Si](OC)(OC)OC 3-(guanidino)propyltrimethoxysilane